FC=1C=C(C(=O)NC2=CC(=C(C=C2)O)S(=O)(=O)C)C=CC1CCOC1=CC=C(C=C1)OC(F)(F)F 3-fluoro-N-(4-hydroxy-3-(methylsulfonyl)phenyl)-4-(2-(4-(trifluoromethoxy)phenoxy)ethyl)benzamide